S1[As](SCC1)C1=CC=C(C=C1)N(C(=O)[C@H]1CN(CC1)CC1=CC=CC=C1)CC1CCNCC1 (R)-N-(4-(1,3,2-dithiarsolan-2-yl)phenyl)-1-benzyl-N-(piperidin-4-ylmethyl)pyrrolidine-3-carboxamide